Br[Mg]C1CCOCC1 Bromo(tetrahydropyran-4-yl)magnesium